7-[2-[6-[1-[(E)-2-(aminomethyl)-3-fluoro-allyl]-5-oxo-1,2,4-triazol-4-yl]-2-pyridyl]ethynyl]-1H-pyrido[2,3-b][1,4]oxazin-2-one NC/C(/CN1N=CN(C1=O)C1=CC=CC(=N1)C#CC1=CC2=C(OCC(N2)=O)N=C1)=C\F